C1(=CC=CC=C1)[SiH](OC[C@@H]1N(CC(C1)=O)C(=O)OC(C)(C)C)C1=CC=CC=C1 tert-butyl (R)-2-(((diphenylsilyl) oxy) methyl)-4-oxopyrrolidine-1-carboxylate